FC=1C=C2NC(C=3N(C2=C(C1C1=C2C=CN(C2=CC=C1)C(C)=O)F)C(=NN3)C)(C)C 1-[4-(7,9-difluoro-1,4,4-trimethyl-5H-[1,2,4]triazolo[4,3-a]quinoxalin-8-yl)-1H-indol-1-yl]-ethanone